COC(=O)C=1SC(C(C1C)=O)C.C(CC)C(=C(C1CCCCC1)C1CCCCC1)CC propyl-dicyclohexyl-butene methyl-3,5-dimethyl-4-oxo-4,5-dihydrothiophene-2-carboxylate